(4-amino-3-fluoropyridin-2-yl)methanol NC1=C(C(=NC=C1)CO)F